3-(1,1,2,2-tetrafluoroethoxy)toluene (3R,4R)-4-hydroxy-1-methylpyrrolidin-3-yl-2-(3,5-dichlorophenyl)benzo[d]oxazole-6-carboxylate O[C@H]1[C@@H](CN(C1)C)OC(=O)C1=CC2=C(N=C(O2)C2=CC(=CC(=C2)Cl)Cl)C=C1.FC(C(F)F)(OC=1C=C(C)C=CC1)F